trichloroacetaldehyde methyl hemiacetal COC(C(Cl)(Cl)Cl)O